2-methyl-1-[4-(methylsulfonyl)phenyl]-2-(2-acetoxyacetoxyacetoxy)-1-propanone CC(C(=O)C1=CC=C(C=C1)S(=O)(=O)C)(C)OC(COC(COC(C)=O)=O)=O